CC1=CC2=C(N(C=N2)CCC[C@H]2NCCC[C@@H]2O)C=C1C (2R,3S)-2-(3-(5,6-dimethyl-1H-benzo[d]imidazol-1-yl)propyl)piperidin-3-ol